Cl.COC(C[C@H](N)C(=O)O)=O L-aspartic acid-4-methyl ester hydrochloride